F[C@H]1CN(C[C@H]1NC1=NN2C(C(=N1)OC([2H])([2H])[2H])=C(C=C2)C=2C=C1N=CC=NC1=CC2)C(C)=O 1-((3S,4R)-3-Fluoro-4-((4-(methoxy-d3)-5-(quinoxalin-6-yl)pyrrolo[2,1-f][1,2,4]triazin-2-yl)amino)pyrrolidin-1-yl)ethan-1-one